3-(2-amino-9-(2-fluoro-4-nitrobenzyl)-9H-purin-6-yl)benzonitrile NC1=NC(=C2N=CN(C2=N1)CC1=C(C=C(C=C1)[N+](=O)[O-])F)C=1C=C(C#N)C=CC1